C1(=CC=CC=C1)C1=C(C(=CC=C1)C1=CC=CC=C1)I 2,6-diphenyl-1-iodobenzene